C(CCC)OCCNC N-(2-butoxyethyl)methylamine